The molecule is an N-(2-naphthyl)carboxamide obtained by formal condensation of the C-terminal carboxy group of N-glutaryl-L-phenylalanine with the amino group of 2-naphthylamine. It has a role as a chromogenic compound. It is a N-(2-naphthyl)carboxamide and a L-phenylalanine derivative. C1=CC=C(C=C1)C[C@@H](C(=O)NC2=CC3=CC=CC=C3C=C2)NC(=O)CCCC(=O)O